OC(C(=O)[O-])C[C@@H](C)[C@H]1CC[C@H]2[C@@H]3C(C([C@@H]4CCCC[C@]4(C)[C@H]3CC[C@]12C)=CC)=O hydroxy-6-ethylidene-7-keto-5β-cholanate